3-amino-5-methyl-5H-pyridine NC1=CN=CC(C1)C